N-(6-(N-(tert-Butyl)sulfamoyl)pyridin-2-yl)-5-((1-hydroxy-2-methylpropan-2-yl)amino)-3-(6-azaspiro[2.5]octan-6-yl)pyrazin-2-carboxamid C(C)(C)(C)NS(=O)(=O)C1=CC=CC(=N1)NC(=O)C1=NC=C(N=C1N1CCC2(CC2)CC1)NC(CO)(C)C